(3-morpholinopropoxy)-1H-benzo[d]imidazole-5-carboxamide O1CCN(CC1)CCCON1C=NC2=C1C=CC(=C2)C(=O)N